FC1=C2C(C(=C(C(C2=C(C=C1)F)=O)CC1=CC=C(C(=N1)C#N)C(F)(F)F)CCC)=O 6-((5,8-difluoro-1,4-dioxo-3-propyl-1,4-dihydronaphthalen-2-yl)methyl)-3-(trifluoromethyl)picolinonitrile